OC1(CC(C1)C(=O)N1CC2(C1)CC(C2)CC2=NC(=CC=C2)C(F)(F)F)C ((1s,3s)-3-hydroxy-3-methylcyclobutyl)(6-((6-(trifluoromethyl)pyridin-2-yl)methyl)-2-azaspiro[3.3]hept-2-yl)methanone